BrC1=CC(=C(OCCOS(=O)(=O)C2=CC=C(C=C2)C)C=C1OC)CO 2-(4-bromo-2-(hydroxymethyl)-5-methoxyphenoxy)ethyl-4-methylbenzenesulfonate